(3R)-3-hydroxy-piperidine hydrochloride Cl.O[C@H]1CNCCC1